(S)-3-(difluoromethyl)-7-nitro-3,4-dihydro-2H-pyrido[3,2-b][1,4]oxazin-6-amine FC([C@H]1NC2=C(OC1)C=C(C(=N2)N)[N+](=O)[O-])F